O1CCN(CC1)C1=CC(OC2=C1C=CC=C2)=O 4-morpholino-2H-1-benzopyran-2-one